IC=1C=CC(=C(C1)C=1SC=2N=CN=C(C2N1)N)C (5-iodo-2-methylphenyl)thiazolo[5,4-d]pyrimidin-7-amine